FC1=CC(=CC2=C1N=C(S2)NC(C2=CC(=C(C=C2)OC)F)=O)C(=O)O 4-fluoro-2-(3-fluoro-4-methoxybenzamido)benzo[d]thiazole-6-carboxylic acid